(S)-N-(3-(2-chloro-4-(2-(hydroxymethyl)pyrrolidin-1-yl)quinazolin-7-yl)phenyl)methanesulfonamide methyl-2-(difluoromethoxy)-5-fluoro-pyridine-3-carboxylate COC(=O)C=1C(=NC=C(C1)F)OC(F)F.ClC1=NC2=CC(=CC=C2C(=N1)N1[C@@H](CCC1)CO)C=1C=C(C=CC1)NS(=O)(=O)C